7,15,17-trihydroxy-11-methyl-12-oxabicyclo[12.4.0]octadeca-1(18),2,14,16-tetraen-13-one OC1CCCC=CC2=CC(=CC(=C2C(OC(CCC1)C)=O)O)O